(+)-3-Oxo-2-(pyridin-3-yl)-N-(1,1,1-trifluoro-3-hydroxy-3-methylbutan-2-yl)-6-[4-(trifluoromethyl)-phenyl]-2,3-dihydropyridazine-4-carboxamide O=C1N(N=C(C=C1C(=O)NC(C(F)(F)F)C(C)(C)O)C1=CC=C(C=C1)C(F)(F)F)C=1C=NC=CC1